2-(4-(cyclopentyldifluoromethyl)phenyl)-4,4,5,5-tetramethyl-1,3,2-dioxaborolan C1(CCCC1)C(C1=CC=C(C=C1)B1OC(C(O1)(C)C)(C)C)(F)F